dineopentyl 2,3-diisopropyl-succinate C(C)(C)C(C(=O)OCC(C)(C)C)C(C(=O)OCC(C)(C)C)C(C)C